tert-butyl 7-(3-amino-7-fluoro-6-isoquinolyl)-8-methyl-2,3-dihydropyrido[2,3-b][1,4]oxazine-1-carboxylate NC=1N=CC2=CC(=C(C=C2C1)C1=C(C2=C(OCCN2C(=O)OC(C)(C)C)N=C1)C)F